(S)-2-chloro-6-(8-(5-(piperidin-4-yl)pyrimidin-2-yl)-6,6a,7,8,9,10-hexahydro-5H-pyrazino[1',2':4,5]pyrazino[2,3-c]pyridazin-2-yl)phenol ClC1=C(C(=CC=C1)C=1C=C2C(=NN1)NC[C@@H]1N2CCN(C1)C1=NC=C(C=N1)C1CCNCC1)O